N-[4-amino-1-(2-trimethylsilylethoxymethyl)pyrazolo[4,3-c]pyridin-7-yl]-2-oxo-2-[(2R,5S)-5-methyl-2-[3-[(2R)-2-(dimethylamino)propoxy]phenyl]-1-piperidyl]acetamide NC1=NC=C(C2=C1C=NN2COCC[Si](C)(C)C)NC(C(N2[C@H](CC[C@@H](C2)C)C2=CC(=CC=C2)OC[C@@H](C)N(C)C)=O)=O